[Pd](Cl)Cl.C1(=CC=CC=C1)P(CCCCP(C1=CC=CC=C1)C1=CC=CC=C1)C1=CC=CC=C1 [1,4-bis(diphenylphosphino)butane] palladium (II) chloride